3''-chloro-4''-((3-chloro-5-fluoropyridine-2-yl)methoxy)-3-(2-hydroxypropane-2-yl)-5',6''-dimethyl-2H,2''H-[1,2':4',1''-terpyridine] ClC=1CN(C(=CC1OCC1=NC=C(C=C1Cl)F)C)C1=CC(=NC=C1C)N1CC(=CC=C1)C(C)(C)O